1-((2-cycloheptenyl)diethoxysilyl)-2-(methyldiethoxysilyl)ethane C1(C=CCCCC1)[Si](CC[Si](OCC)(OCC)C)(OCC)OCC